1-(3-(((1H-benzo[d]imidazol-6-yl)methyl)(3-methoxybenzyl)amino)benzyl)piperazine-2,5-dione N1C=NC2=C1C=C(C=C2)CN(C=2C=C(CN1C(CNC(C1)=O)=O)C=CC2)CC2=CC(=CC=C2)OC